N6-[6-(bis{2-[(α-D-mannopyranosyl)oxy]ethyl}amino)-6-oxohexanoyl]-N2-{(S)-2,5-bis[6-(bis{2-[(α-D-mannopyranosyl)oxy]ethyl}amino)-6-oxohexanamido]pentanoyl}-L-lysine [C@H]1([C@@H](O)[C@@H](O)[C@H](O)[C@H](O1)CO)OCCN(C(CCCCC(=O)NCCCC[C@H](NC([C@H](CCCNC(CCCCC(N(CCO[C@@H]1[C@@H](O)[C@@H](O)[C@H](O)[C@H](O1)CO)CCO[C@@H]1[C@@H](O)[C@@H](O)[C@H](O)[C@H](O1)CO)=O)=O)NC(CCCCC(=O)N(CCO[C@@H]1[C@@H](O)[C@@H](O)[C@H](O)[C@H](O1)CO)CCO[C@@H]1[C@@H](O)[C@@H](O)[C@H](O)[C@H](O1)CO)=O)=O)C(=O)O)=O)CCO[C@@H]1[C@@H](O)[C@@H](O)[C@H](O)[C@H](O1)CO